3-hydroxy-2,2'-iminodisuccinic acid sodium salt [Na+].OC(C(C(=O)[O-])NC(C(=O)[O-])CC(=O)[O-])C(=O)[O-].[Na+].[Na+].[Na+]